NC1=NC=CC(=C1Cl)SC=1C=2N(C(=NC1)N1CCC3([C@@H]([C@@H](OC3)C)N)CC1)C=CN2 (3S,4S)-8-(8-((2-amino-3-chloropyridin-4-yl)thio)imidazo[1,2-c]pyrimidin-5-yl)-3-methyl-2-oxa-8-azaspiro[4.5]decan-4-amine